6-(1-(4-chlorophenyl)prop-1-en-2-yl)-N-(2-(2-cyano-4,4-difluoropyrrolidin-1-yl)-2-oxoethyl)quinoline-4-carboxamide ClC1=CC=C(C=C1)C=C(C)C=1C=C2C(=CC=NC2=CC1)C(=O)NCC(=O)N1C(CC(C1)(F)F)C#N